N-methyl-N-[(1S)-1-(2-pyrimidin-2-yl-1,2,4-triazol-3-yl)ethyl]-6,8-bis(trifluoromethyl)quinolin-4-amine CN(C1=CC=NC2=C(C=C(C=C12)C(F)(F)F)C(F)(F)F)[C@@H](C)C=1N(N=CN1)C1=NC=CC=N1